S-glyceryl-cysteine C(C(O)CO)SC[C@H](N)C(=O)O